COC(CC/C=C/CCO)OC (3E)-7,7-dimethoxy-3-hepten-1-ol